1-glycidoxypropyl-tripropoxysilane C(C1CO1)OC(CC)[Si](OCCC)(OCCC)OCCC